C(C)(C)(C)OC(=O)N1[C@@H](CCC1)C(=O)N1CCC2=C(C=C(C=C12)C(=O)OC)C1=CC=CC=C1 methyl 1-((tert-butoxycarbonyl)-L-prolyl)-4-phenylindoline-6-carboxylate